CN(C=1N(C=C([N+]1C)CO)C)C 2-dimethylamino-4-hydroxymethyl-1,3-dimethylimidazolium